9'-(4-(4-(pyridin-2-yl)phenyl)pyridin-2-yl)-9'H-9,3':6',9''-tercarbazole N1=C(C=CC=C1)C1=CC=C(C=C1)C1=CC(=NC=C1)N1C2=CC=C(C=C2C=2C=C(C=CC12)N1C2=CC=CC=C2C=2C=CC=CC12)N1C2=CC=CC=C2C=2C=CC=CC12